C(C=CCCCCCCCCCCC)=O 8Z-7Z-tetradecenal